ClC=1NN(C(=CC1)Cl)C1=C(C2=C(S1)CCC2)C#N 3,6-dichloro-N-(3-cyano-5,6-dihydro-4H-cyclopenta[b]thiophen-2-yl)pyridazine